ClC1=CC=C(C=C1)C=1C=C(C(N(N1)C1=CC(=CC=C1)F)=O)C(=O)NC(CO)(C)C 6-(4-chlorophenyl)-2-(3-fluorophenyl)-N-(1-hydroxy-2-methylpropan-2-yl)-3-oxo-2,3-dihydropyridazine-4-carboxamide